N-((6-Aminopyridin-2-yl)sulfonyl)-6-(5-fluoro-2-hydroxyphenyl)-2-(mesityloxy)-pyridin-3-carboxamid NC1=CC=CC(=N1)S(=O)(=O)NC(=O)C=1C(=NC(=CC1)C1=C(C=CC(=C1)F)O)OC1=C(C=C(C=C1C)C)C